2-{3-[(3R)-4-ethyl-3-methylpiperazin-1-yl]-1,2,4-triazin-6-yl}-5-(8-fluoro-2-methylimidazo[1,2-a]pyridin-6-yl)phenol dihydrochloride Cl.Cl.C(C)N1[C@@H](CN(CC1)C=1N=NC(=CN1)C1=C(C=C(C=C1)C=1C=C(C=2N(C1)C=C(N2)C)F)O)C